COC(CCC(=O)OCC(C)C)C isobutyl 4-methoxypentanoate